C1(CCCCC1)NS(O)(=O)=O (8s,9r)-(1s,2s)-cyclohexylsulfamic acid